5-(1-(2,2-difluoroethyl)-2-methyl-1H-benzo[d]imidazol-6-yl)-N-((3R,4S)-3-fluoro-1-(2-methoxyethyl)piperidin-4-yl)-4-methoxypyrrolo[2,1-f][1,2,4]triazin-2-amine FC(CN1C(=NC2=C1C=C(C=C2)C=2C=CN1N=C(N=C(C12)OC)N[C@@H]1[C@@H](CN(CC1)CCOC)F)C)F